(1R,2S)-5'-methoxy-2-(3-{[3-methoxy-5-(3-methoxyazetidine-1-carbonyl)pyridin-2-yl]amino}-1H-indazol-6-yl)spiro[cyclopropane-1,3'-indol]-2'(1'H)-one COC=1C=C2[C@]3(C(NC2=CC1)=O)[C@@H](C3)C3=CC=C1C(=NNC1=C3)NC3=NC=C(C=C3OC)C(=O)N3CC(C3)OC